C(CC(C)C)C1=NC2=C(N1C(=O)N)C=CC=C2N2CCN(C1(CC1)C2)C iso-Pentyl-4-(4-methyl-4,7-diazaspiro[2.5]-octan-7-yl)-1H-benzo[d]imidazole-1-carboxamide